N-(4-(8-Amino-5-(4-aminocyclohex-1-en-1-yl)-3-isopropylimidazo[1,5-a]pyrazin-1-yl)-2-fluorophenyl)-2-chlorobenzenesulfonamide NC=1C=2N(C(=CN1)C1=CCC(CC1)N)C(=NC2C2=CC(=C(C=C2)NS(=O)(=O)C2=C(C=CC=C2)Cl)F)C(C)C